2,3-dihydrobenzofuran-4-ylboronic acid O1CCC2=C1C=CC=C2B(O)O